BrC=1C=CC(=C(C1)NC1=NC=NC2=CC(=C(C=C12)NC(C(=CC1NCCC1)F)=O)OC)OC N-(4-((5-bromo-2-methoxyphenyl)amino)-7-methoxyquinazolin-6-yl)-2-fluoro-3-(pyrrolidin-2-yl)acrylamide